C(C)(C)(C)C=1C=C(C=C(C1O)C(C)(C)C)CCC(=O)NCCCNC(CCC1=CC(=C(C(=C1)C(C)(C)C)O)C(C)(C)C)=O N,N'-Trimethylenebis[3-(3,5-di-tert-butyl-4-hydroxyphenyl)propionamid]